ClC=1C=C(C=CC1)COCC(=O)NC12CC(C1)(C2)NC(COC2=CC(=C(C=C2)Cl)Cl)=O 2-[(3-chlorophenyl)methoxy]-N-{3-[2-(3,4-dichlorophenoxy)acetylamino]-bicyclo[1.1.1]pentan-1-yl}acetamide